Diethyl (3-methoxy-4,5-bis((2-(trimethylsilyl)ethoxy)methoxy)benzyl)phosphonate COC=1C=C(CP(OCC)(OCC)=O)C=C(C1OCOCC[Si](C)(C)C)OCOCC[Si](C)(C)C